C1(=C2N(C=N1)CCC2)[C@H](C(NC=2SC=CN2)=O)N2CC1=C(C=C(C=C1C2=O)C2=CC=C(C=C2)C2CCN(CC2)C(=O)OC(C)(C)C)F |r| tert-butyl 4-[4-[2-[(1RS)-1-(6,7-dihydro-5H-pyrrolo[1,2-c]imidazol-1-yl)-2-oxo-2-(thiazol-2-ylamino)ethyl]-7-fluoro-3-oxo-isoindolin-5-yl]phenyl]piperidine-1-carboxylate